BrC=1C(=C(C=CC1)C=1C(=C(C=CC1)C1=CC=C(C=C1)C=O)C)C 3''-bromo-2',2''-dimethyl-[1,1':3',1''-terphenyl]-4-carbaldehyde